(2S,3R,4R)-ethyl 1-acetyl-2-cyclopropyl-3-methyl-4-(pyridin-2-ylamino)-1,2,3,4-tetrahydroquinoline-6-carboxylate C(C)(=O)N1[C@H]([C@@H]([C@H](C2=CC(=CC=C12)C(=O)OCC)NC1=NC=CC=C1)C)C1CC1